α,α-dimethyl-4-morpholineacetic acid hydrochloride Cl.CC(C(=O)O)(N1CCOCC1)C